CC(C)C(CC(C#CC(CC(C(C)C)C)(O)C)(O)C)C 2,3,5,8,10,11-hexamethyl-6-dodecyne-5,8-diol